BrC1=C2C=NN(C2=CC(=C1C(C)C)F)C1OCCCC1 4-bromo-6-fluoro-5-isopropyl-1-(tetrahydro-2H-pyran-2-yl)-1H-indazole